((tetrahydro-1H-pyrrolizin-7a(5H)-yl)methoxy)-7-(5,6,7,8-tetrahydroisoquinolin-4-yl)-4a,8a-dihydroquinoline-3-acetonitrile C1CCN2CCCC12COC1=NC2C=C(C=CC2C=C1CC#N)C1=CN=CC=2CCCCC12